ClC=1C=C(NC2(CCC3([C@H](CC4=CC=CC=C34)C[C@H](COC3=CC=NC=4CCC[C@H](C34)C)C)CC2)C(=O)O)C=CC1F (1r,2'S,4S)-4-(3-chloro-4-fluoroanilino)-2'-[(2R)-2-methyl-3-{[(5R)-5-methyl-5,6,7,8-tetrahydroquinolin-4-yl]oxy}propyl]-2',3'-dihydrospiro[cyclohexane-1,1'-indene]-4-carboxylic acid